tert-butyl (s)-4-(2-hydroxypropyl)piperazine-1-carboxylate O[C@H](CN1CCN(CC1)C(=O)OC(C)(C)C)C